CN1N=NN=C1C1=C(C=CC=C1)C(CCCC)O 1-(2-(1-methyl-1H-tetrazol-5-yl)phenyl)pentan-1-ol